(3R)-1-(1-((5-Chloro-2-pyrimidinyl)methyl)-6-fluoro-1H-benzimidazol-2-yl)-4,4-difluoro-3-piperidinamin ClC=1C=NC(=NC1)CN1C(=NC2=C1C=C(C=C2)F)N2C[C@H](C(CC2)(F)F)N